2-isopropyl-2-butenenitrile C(C)(C)C(C#N)=CC